O1CC[C@@H](C2=CC=CC=C12)NC(=O)C1=CC2=C(N=C(S2)C2CCN(CC2)C)C=C1 (S)-N-(chroman-4-yl)-2-(1-methylpiperidin-4-yl)benzo[d]Thiazole-6-carboxamide